FC(C(=O)O)(F)F.N[C@@H](C(=O)N[C@@H](C(=O)OC)CC(C)C)CC1=CC=CC=C1 Methyl (2R)-2-[[(2R)-2-amino-3-phenylpropionyl] amino]-4-methylpentanoate trifluoroacetate salt